C(OC1(CCCCC1)C(C)(C)C)(OOOOC(OC1(CCCCC1)C(C)(C)C)=O)=O bis(t-butylcyclohexyl) peroxy dicarbonate